Ethyl (S)-6-(1-amino-1,3-dihydrospiro[indene-2,4'-piperidin]-1'-yl)-3-(2,3-dichlorophenyl)-1H-pyrazolo[3,4-d]pyrimidine-4-carboxylate N[C@@H]1C2=CC=CC=C2CC12CCN(CC2)C2=NC(=C1C(=N2)NN=C1C1=C(C(=CC=C1)Cl)Cl)C(=O)OCC